(1R,3S)-3-[3-({[2-(2,2,2-trifluoroethyl)-2H-1,2,3-triazol-4-yl]acetyl}amino)-1H-pyrazol-5-yl]cyclopentyl tert-butylcarbamate C(C)(C)(C)NC(O[C@H]1C[C@H](CC1)C1=CC(=NN1)NC(CC1=NN(N=C1)CC(F)(F)F)=O)=O